C(=O)(OC(C)(C)C)CC1=CC=CC=C1 Boctoluene